N1N=NC2=C1C=CC=C2CO benzotriazole-methanol